ClC1=C(C(=O)NC2=NC=C(C=C2C)C#CC2=CC=CC=C2)C=C(C=C1)C1=NC(=NO1)C 2-chloro-5-(3-methyl-1,2,4-oxadiazol-5-yl)-N-[3-methyl-5-(2-phenylethynyl)-2-pyridyl]benzamide